5-chloro-2-((3,5-dimethylisoxazol-4-yl)methoxy)-N-(4-sulfamoylphenethyl)benzamide ClC=1C=CC(=C(C(=O)NCCC2=CC=C(C=C2)S(N)(=O)=O)C1)OCC=1C(=NOC1C)C